FC1(CCC(CC1)/C=C/C=1C=CC(=C(C1)NC(=O)C1N(C(N(C1)C)=O)C)OC)F (E)-N-(5-(2-(4,4-difluorocyclohexyl)vinyl)-2-methoxyphenyl)-1,3-dimethyl-2-oxoimidazolidine-4-carboxamide